(3-Chloro-4-fluorophenyl)-1-((5-methoxy-4-(trifluoromethyl)-1H-pyrazol-3-yl)methyl)-1-(6-methoxypyridin-3-yl)urea ClC=1C=C(C=CC1F)NC(N(C=1C=NC(=CC1)OC)CC1=NNC(=C1C(F)(F)F)OC)=O